ClC=1C=C(CN2C3=C(OCC2=O)C=C(C=C3)NC(=O)NC3=CC=C2C=CNC2=C3)C=C(C1)C(F)(F)F 1-(4-(3-chloro-5-(trifluoromethyl)benzyl)-3-oxo-3,4-dihydro-2H-benzo[b][1,4]oxazin-7-yl)-3-(1H-indol-6-yl)urea